Octanoyl-Coenzyme A C(CCCCCCC)(=O)SCCNC(CCNC([C@@H](C(COP(OP(OC[C@@H]1[C@H]([C@H]([C@@H](O1)N1C=NC=2C(N)=NC=NC12)O)OP(=O)(O)O)(=O)O)(=O)O)(C)C)O)=O)=O